(E)-2-(5-bromo-1H-indol-3-yl)-N'-(4-fluorobenzylidene)thiazole-4-carbohydrazide BrC=1C=C2C(=CNC2=CC1)C=1SC=C(N1)C(=O)N/N=C/C1=CC=C(C=C1)F